3-(6-phenyl-2,3-dihydro-quinazolin-8-yl)pyrrolidine-1-carboxylic acid tert-butyl ester C(C)(C)(C)OC(=O)N1CC(CC1)C1=CC(=CC2=CNCN=C12)C1=CC=CC=C1